3'-chloro-6-methoxybiphenyl-3-carbaldehyde ClC=1C=C(C=CC1)C1=CC(=CC=C1OC)C=O